BrC=1C=CC(=NC1)C(C(CN1N=NN=C1)(O)C1CC1)(F)F 1-(5-bromopyridin-2-yl)-2-cyclopropyl-1,1-difluoro-3-(1H-tetrazol-1-yl)propan-2-ol